2-chloro-4-(difluoromethoxy)-3-(methylsulfonyl)-N-(1,3,4-oxadiazol-2-yl)benzamide ClC1=C(C(=O)NC=2OC=NN2)C=CC(=C1S(=O)(=O)C)OC(F)F